NC1=CC=C(C=C1)S(=O)(=O)N=C(NC)N1CC2(C=N1)CCOCC2 N'-(4-aminophenylsulfonyl)-N-methyl-8-oxa-2,3-diazaspiro[4.5]dec-3-ene-2-carboximidamide